FC1=CC=C(C(=N1)C)OC1=C(C(=O)NC=2C=C(C=CC2)[S@](=O)(C)=NC(CN(C(OC(C)(C)C)=O)C)=O)C(=C(C=N1)C(F)(F)F)C tert-butyl (R)-(2-(((3-(2-((6-fluoro-2-methylpyridin-3-yl)oxy)-4-methyl-5-(trifluoromethyl)nicotinamido) phenyl)(methyl)(oxo)-λ6-sulfaneylidene)amino)-2-oxoethyl)(methyl)carbamate